FC1(CCC(CC1)CN1N=C(C(=C1C(=O)NC1=CC(=NC=C1)S(=O)(=O)C)C(F)(F)F)C)F 1-((4,4-difluorocyclohexyl)methyl)-3-methyl-N-(2-(methylsulfonyl)pyridin-4-yl)-4-(trifluoromethyl)-1H-pyrazole-5-carboxamide